4-(7-chloroimidazo[1,2-a]pyridin-3-yl)aniline ClC1=CC=2N(C=C1)C(=CN2)C2=CC=C(N)C=C2